methyl 2-[2-(2,5-dimethylphenoxymethyl) phenyl]-3-methoxyacrylate CC1=C(OCC2=C(C=CC=C2)C(C(=O)OC)=COC)C=C(C=C1)C